C1(C(CCCC1)(C#N)C#N)C1CCCCC1 bicyclohexane-2,2-dicarbonitrile